OC1C(C2=CC=CC=C2C=C1)=O Hydroxynaphthalenone